4-((4-(((3R,4R)-3-hydroxytetrahydro-2H-pyran-4-yl)oxy)-5-(trifluoromethyl)pyrimidin-2-yl)amino)-N-(methyl-d3)benzenesulfonamide O[C@@H]1COCC[C@H]1OC1=NC(=NC=C1C(F)(F)F)NC1=CC=C(C=C1)S(=O)(=O)NC([2H])([2H])[2H]